FC1C[C@@H](NC1)C(=O)N[C@H](C)C1=CC(=CC=C1)C(F)(F)F 4-fluoro-N-((1R)-1-(3-(trifluoromethyl)phenyl)ethyl)-D-prolinamide